C1(=CC=CC=C1)CC(=O)N1C(C=CC1=O)=O N-phenylacetylmaleimide